γ-glycidoxypropyl-methoxyethoxyethylsilane C(C1CO1)OCCC[SiH2]CCOCCOC